NC1=CC=C(C(=C1C(=O)N(C)C)F)C=1C(=C2C(=NC1)NC[C@]21[C@@H](C1)C)Cl 6-Amino-3-((1R,2R)-4'-chloro-2-methyl-1',2'-dihydrospiro[cyclopropane-1,3'-pyrrolo[2,3-b]pyridin]-5'-yl)-2-fluoro-N,N-dimethylbenzamide